Fmoc-alpha-sulfo-beta-Alanine C(=O)(OCC1C2=CC=CC=C2C2=CC=CC=C12)NCC(C(=O)O)S(=O)(=O)O